FC1(CN(CCC1)C1=NC2=CC=CC=C2N=C1)C=1SC(=NN1)C1=NC(=CC=C1)C(F)(F)F 2-(3-fluoro-1-(quinoxalin-2-yl)piperidin-3-yl)-5-(6-(trifluoromethyl)pyridin-2-yl)-1,3,4-thiadiazole